5,5',5''-(4-(2,6-dimethylphenyl)-5-(4-(3,6-diphenyl-9H-carbazol-9-yl)phenyl)pyridine-2,3,6-triyl)tris(5H-pyrido[4,3-b]indole) CC1=C(C(=CC=C1)C)C1=C(C(=NC(=C1C1=CC=C(C=C1)N1C2=CC=C(C=C2C=2C=C(C=CC12)C1=CC=CC=C1)C1=CC=CC=C1)N1C2=C(C=3C=CC=CC13)C=NC=C2)N2C1=C(C=3C=CC=CC23)C=NC=C1)N1C2=C(C=3C=CC=CC13)C=NC=C2